BrC1=CC=C(C=O)O1 5-Bromofurfural